(1R,4s)-4-(2-((S)-1-hydroxybutan-2-ylamino)-8-(2,4,6-trifluorophenylamino)-9H-purin-9-yl)cyclohexanecarboxamide OC[C@H](CC)NC1=NC=C2N=C(N(C2=N1)C1CCC(CC1)C(=O)N)NC1=C(C=C(C=C1F)F)F